[5-(4-aminocinnolin-7-yl)-4-[5-(difluoromethyl)oxazol-2-yl]-2-methoxy-phenyl]boronic acid formate salt C(=O)O.NC1=CN=NC2=CC(=CC=C12)C=1C(=CC(=C(C1)B(O)O)OC)C=1OC(=CN1)C(F)F